FC=1C=C(OC=2C=C(C=CC2)[C@@H]2N(OCC2)C2=CC(=NC=N2)NC=2C(=CC(=C(C2)NC(C=C)=O)N2CCN(CC2)C)OC)C=C(C1)F (R)-N-(5-((6-(3-(3-(3,5-difluorophenoxy)phenyl)isoxazolidin-2-yl)pyrimidin-4-yl)amino)-4-methoxy-2-(4-methylpiperazin-1-yl)phenyl)acrylamide